CC=1N=C2N(C=C(C=C2)C=2N=C3N(C(C2)=O)C=C(C=C3)N3C[C@@H](NCC3)C)C1 2-(2-methylimidazo[1,2-a]pyridin-6-yl)-7-[(3S)-3-methylpiperazin-1-yl]-4H-pyrido[1,2-a]pyrimidin-4-one